(Sa)-6-(1-((S)-1-(4-((1R,5S)-3-Azabicyclo[3.1.0]hexan-3-yl)phenyl)ethyl)-4-chloro-1H-indazol-7-carboxamido)spiro[3.3]heptan [C@@H]12CN(C[C@H]2C1)C1=CC=C(C=C1)[C@H](C)N1N=CC2=C(C=CC(=C12)C(=O)NC1CC2(CCC2)C1)Cl